(1S)-1-(5-fluoro-3-methyl-1-benzofuran-2-yl)-2-methylpropane FC=1C=CC2=C(C(=C(O2)CC(C)C)C)C1